N-[(5-chlorothiophen-2-yl)methyl]-4-methyl-3-[1-(1,3-thiazole-4-carbonyl)piperidin-4-yl]-1H-pyrazol-5-amine ClC1=CC=C(S1)CNC1=C(C(=NN1)C1CCN(CC1)C(=O)C=1N=CSC1)C